FC(C=1C=CC(=C(C1)NC(=O)N1C[C@](CC1)(C1=NC=NS1)C1=CC(=C(C=C1)C)F)CN1CC(C1)O)F (R)-N-(5-(difluoromethyl)-2-((3-hydroxyazetidin-1-yl)methyl)phenyl)-3-(3-fluoro-4-methylphenyl)-3-(1,2,4-thiadiazol-5-yl)pyrrolidine-1-carboxamide